OC[C@@H](C)NCC=1C=CC=NC1 5-[((R)-2-hydroxy-1-methyl-ethylamino)-methyl]-pyridin